ClC=1C=C2C(C=C(OC2=CC1)C(=O)NCC=1N=C2N(C=C(C=C2)CNCC2CCCCC2)C1)=O 6-chloro-N-[(6-{[(cyclohexyl-methyl)amino]methyl}imidazo[1,2-a]pyridin-2-yl)methyl]-4-oxo-4H-chromene-2-carboxamide